(2-hydroxyethyl) acrylate C(C=C)(=O)OCCO